tert-butyl 4-[1-(methanesulfonyloxy)cyclopropyl]piperidine-1-carboxylate CS(=O)(=O)OC1(CC1)C1CCN(CC1)C(=O)OC(C)(C)C